lithium bis[6,6-dihexoxyhexyl]copper C(CCCCC)OC(CCCCC[Cu]CCCCCC(OCCCCCC)OCCCCCC)OCCCCCC.[Li]